4-amino-N-((3-chloro-5-(trifluoromethyl)pyridin-2-yl)methyl)-N'-(cyclopropanecarbonyl)-N',1-dimethyl-1H-pyrazolo[4,3-c]quinoline-8-carbohydrazide NC1=NC=2C=CC(=CC2C2=C1C=NN2C)C(=O)N(N(C)C(=O)C2CC2)CC2=NC=C(C=C2Cl)C(F)(F)F